FC=1C=C2CN(CC2=CC1[N+](=O)[O-])S(=O)(=O)C 5-fluoro-2-(methylsulfonyl)-6-nitroisoindoline